C1(CCC1)OC=1C=C(C=CC1)N1N=C(C=C1CC1=CC=C(C=C1)F)NC1=C(C(=O)O)C=C(C=N1)C=1SC=CC1 2-((1-(3-cyclobutyloxyphenyl)-5-(4-fluorobenzyl)-1H-pyrazol-3-yl)amino)-5-(thiophen-2-yl)nicotinic acid